FC1=C(C(=O)NC(C(=O)O)CCN(CCCCC2=NC=3NCC(CC3C=C2)C)CC(CF)OC)C=CC=C1 2-[(2-fluorobenzoyl)amino]-4-[[3-fluoro-2-methoxy-propyl]-[4-(6-methyl-5,6,7,8-tetrahydro-1,8-naphthyridin-2-yl)butyl]amino]butanoic acid